BrC1=C2C=CN(C2=CC(=C1SC1=CC(=NC=C1)C#N)F)O 4-(4-bromo-6-fluoro-1-hydroxy-indol-5-yl)sulfanylpyridine-2-carbonitrile